trans-4-(3,4-dihydroisoquinolin-2(1H)-yl)-1-(6-((2-tert-butylphenyl)amino)pyrimidin-4-yl)piperidin-3-ol C1N(CCC2=CC=CC=C12)[C@H]1[C@@H](CN(CC1)C1=NC=NC(=C1)NC1=C(C=CC=C1)C(C)(C)C)O